C1(CC1)COC1=CC=C(NC=2C(=NC=CN2)C2=NOC(N2)=O)C=C1 3-[3-[4-(cyclopropylmethoxy)anilino]pyrazin-2-yl]-4H-1,2,4-oxadiazol-5-one